(S)-quinuclidin-3-yl (5-(3-isobutylphenyl)-2,2-dimethyl-2,3-dihydro-1H-inden-1-yl)carbamat C(C(C)C)C=1C=C(C=CC1)C=1C=C2CC(C(C2=CC1)NC(O[C@@H]1CN2CCC1CC2)=O)(C)C